((1-ethyl-1H-imidazol-5-yl)methyl)-2-(hydroxymethyl)-1H-benzo[d]imidazole-6-carboxylic acid methyl ester COC(=O)C=1C=CC2=C(N(C(=N2)CO)CC2=CN=CN2CC)C1